tert-Butyl 4-(4-(4-(2,6-dioxopiperidin-3-yl)phenyl)piperazin-1-yl)piperidine-1-carboxylate O=C1NC(CCC1C1=CC=C(C=C1)N1CCN(CC1)C1CCN(CC1)C(=O)OC(C)(C)C)=O